2-(3-(((2S,3R,4R,5R)-2,3,4,5,6-pentahydroxyhexyl)amino)propyl)-L-lysine O[C@@H](CNCCC[C@](N)(CCCCN)C(=O)O)[C@H]([C@@H]([C@@H](CO)O)O)O